2,4-bis(trichloromethyl)-6-naphthalenyl-s-triazine ClC(C1=NC(=NC(=N1)C(Cl)(Cl)Cl)C1=CC=CC2=CC=CC=C12)(Cl)Cl